C(C)(=O)O.FC=1C(=C(C=CC1F)C(=O)N1CC(C1)(O)CC=1NC=CN1)NC1=C(C=C(C=C1)I)F 1-({3,4-difluoro-2-[(2-fluoro-4-iodophenyl)amino]phenyl}carbonyl)-3-(1H-imidazol-2-ylmethyl)azetidin-3-ol acetate salt